(1S,2S)-N-(8-Amino-6-(3-methylpyridin-4-yl)cinnolin-3-yl)-2-fluorocyclopropanecarboxamide NC=1C=C(C=C2C=C(N=NC12)NC(=O)[C@H]1[C@H](C1)F)C1=C(C=NC=C1)C